NC1=CC(=C(CC2=CC(=C(C=C2)O)C(C)C2=CC=C(C=C2)F)C(=C1)C)C 4-(4-amino-2,6-dimethylbenzyl)-2-(1-(4-fluorophenyl)ethyl)phenol